FC1=NC=CC2=C1CC1CCC2N1C(=O)NC1=CC(=C(C=C1)C(F)(F)F)C (±)-1-fluoro-N-(3-methyl-4-(trifluoromethyl)phenyl)-6,7,8,9-tetrahydro-5H-5,8-epiminocyclohepta[c]pyridine-10-carboxamide